FC1=C(C#N)C=C(C=C1)OC=1C(=C2C=CNC2=CC1F)I 2-fluoro-5-((6-fluoro-4-iodo-1H-indol-5-yl)oxy)benzonitrile